C(C)(C)(C)N.C(=O)(O)C1=CC2=C(N=C(O2)C2=CC(=CC(=C2)Cl)Cl)C=C1 6-carboxy-2-(3,5-dichlorophenyl)-benzoxazole t-butylamine salt